N1=C2N(C(C=C1)=O)N=CC=C2 diazino[1,6-a]pyrimidin-4-one